4-(2-pyridyldithio)-butyramide N1=C(C=CC=C1)SSCCCC(=O)N